5-(7-(((2S,5R)-5-isopropyl-3,6-dimethoxy-2,5-dihydropyrazin-2-yl)methyl)-1,3-dihydroisobenzofuran-4-yl)-1,3,6-trimethylpyrimidine-2,4(1H,3H)-dione C(C)(C)[C@H]1N=C([C@@H](N=C1OC)CC=1C=CC(=C2COCC12)C=1C(N(C(N(C1C)C)=O)C)=O)OC